5-[3-[1-[2-(4,4-dimethyl-1-piperidyl)-3,6-dimethyl-4-oxo-chromen-8-yl]ethylamino]-6-fluoro-2-pyridyl]-2-(4,4,5,5-tetramethyl-1,3,2-dioxaborolan-2-yl)benzaldehyde CC1(CCN(CC1)C=1OC2=C(C=C(C=C2C(C1C)=O)C)C(C)NC=1C(=NC(=CC1)F)C=1C=CC(=C(C=O)C1)B1OC(C(O1)(C)C)(C)C)C